2-(difluoromethyl)-5-(3-fluoro-4-((4-(2-fluoro-3-(4-methylpiperazin-1-yl)phenyl)-1H-1,2,3-triazol-1-yl)methyl)phenyl)-1,3,4-oxadiazol FC(C=1OC(=NN1)C1=CC(=C(C=C1)CN1N=NC(=C1)C1=C(C(=CC=C1)N1CCN(CC1)C)F)F)F